3-(3-Indolyl)-3-(3-bromophenyl)-1-propanol N1C=C(C2=CC=CC=C12)C(CCO)C1=CC(=CC=C1)Br